(E)-2-methyl-3-(2,4,7-trimethyl-1-oxooct-2,6-dien-4-yl)benzonitrile CC1=C(C#N)C=CC=C1C(/C=C(/C=O)\C)(CC=C(C)C)C